O(C)C=1C=C(CC(N([2H])[2H])([2H])[2H])C=CC1O 3-methoxyl-tyramine-d4